4-[2-(4-Methylphenyl)ethyl]benzene-1,3-diol CC1=CC=C(C=C1)CCC1=C(C=C(C=C1)O)O